6-[4-(azepan-4-yl)piperazin-1-yl]-N-(pyridin-4-yl)pyridine-2-carboxamide N1CCC(CCC1)N1CCN(CC1)C1=CC=CC(=N1)C(=O)NC1=CC=NC=C1